methyl (S)-4-(6-((1-(4-(difluoromethyl)phenyl)-4-methyl-1H-1,2,3-triazol-5-yl)methoxy)pyridazin-3-yl)-1-(2-nitropyridin-3-yl)piperazine-2-carboxylate FC(C1=CC=C(C=C1)N1N=NC(=C1COC1=CC=C(N=N1)N1C[C@H](N(CC1)C=1C(=NC=CC1)[N+](=O)[O-])C(=O)OC)C)F